O[C@H]1[C@@H](CN(C1)C=1C=NC=NC1)C=1C=C(C(=O)NC=2C=NC=C(C2)C(F)(F)F)C=CC1C 3-((3R,4S)-4-hydroxy-1-(pyrimidin-5-yl)pyrrolidin-3-yl)-4-methyl-N-(5-(trifluoromethyl)pyridin-3-yl)benzamide